(Z)-tert-butyl (2-(bromomethyl)-3-fluoroallyl)carbamate BrC\C(\CNC(OC(C)(C)C)=O)=C/F